C(C([2H])([2H])[2H])(N(C(=O)N[C@@H]1CN([C@@H]2CC=3C4=C(C2=C1)C=CC=C4NC3)C([2H])([2H])[2H])C(C([2H])([2H])[2H])([2H])[2H])([2H])[2H] 1,1-bis(ethyl-d5)-3-((6aR,9S)-7-(methyl-d3)-4,6,6a,7,8,9-hexahydroindolo[4,3-fg]quinolin-9-yl)urea